dioxanedisulfonate O1C(COCC1)(S(=O)(=O)[O-])S(=O)(=O)[O-]